(7-((5-Chloro-3-methoxypyridin-2-yl)oxy)-2-azaspiro[3.5]nonan-2-yl)((1s,3s)-3-hydroxy-3-methylcyclobutyl)methanon ClC=1C=C(C(=NC1)OC1CCC2(CN(C2)C(=O)C2CC(C2)(C)O)CC1)OC